CC1(OB(OC1(C)C)C=1CCN(CC1)CC(F)(F)F)C 4-(4,4,5,5-tetramethyl-1,3,2-dioxaborolan-2-yl)-1-(2,2,2-trifluoroethyl)-1,2,3,6-tetrahydropyridine